(S)-1-(7-(8-ethyl-7-fluoro-3-hydroxynaphthalen-1-yl)-8-fluoro-2-(((2r,7as)-2-fluorohexahydro-1H-pyrrolizin-7a-yl)methoxy)pyrido[4,3-d]pyrimidin-4-yl)-3-methylpiperidin-3-ol C(C)C=1C(=CC=C2C=C(C=C(C12)C1=C(C=2N=C(N=C(C2C=N1)N1C[C@](CCC1)(O)C)OC[C@]12CCCN2C[C@@H](C1)F)F)O)F